(R)-4-bromo-2,6-dimethoxy-N-(1-phenylethyl)benzamide BrC1=CC(=C(C(=O)N[C@H](C)C2=CC=CC=C2)C(=C1)OC)OC